FC(C=1C(=C(C=CC1)[C@@H](C)NC=1C2=C(N=C(N1)C)C=NC(=C2)N2CCC(CC2)C#N)C)F 1-[4-({(1R)-1-[3-(difluoromethyl)-2-methylphenyl]ethyl}amino)-2-methylpyrido[3,4-d]pyrimidin-6-yl]piperidin-4-carbonitrile